C1(CCC(=O)OCCCCO1)=O.C=CC propylene butylene succinate